5-(1-phenylethyl)-4H-1,2,4-triazole-3-carboxamide C1(=CC=CC=C1)C(C)C=1NC(=NN1)C(=O)N